FC1=CC=C(C=C1)NC(=O)C1(C(C1C)C)C(=O)N N'-(4-fluorophenyl)-2,3-dimethylcyclopropan-1,1-dicarboxamid